C1(CC1)NC(C1=C(C=C(C=C1OC)C1=CN=C2N1C=CC(=C2)OCCN(C2=NC=CC=N2)C)OC(F)F)=O N-cyclopropyl-2-(difluoromethoxy)-6-methoxy-4-[7-[2-[methyl(pyrimidin-2-yl)amino]ethoxy]imidazo[1,2-a]pyridin-3-yl]benzamide